FC=1C=C2C(C(=CN(C2=NC1N1CC(C1)=NOC)C=1SC=CN1)C(=O)O)=O 6-fluoro-7-[3-(methoxyimino)azetidin-1-yl]4-oxo-1-(1,3-thiazol-2-yl)-1,4-dihydro-1,8-naphthyridine-3-carboxylic acid